COC1=CC=C(C=C1)CN1CC=2C=C(C(NC2CC1)=O)C(=O)N 6-[(4-methoxyphenyl)methyl]-2-oxo-1,2,5,6,7,8-hexahydro-1,6-naphthyridine-3-carboxamide